[18F]C1=CC=C(CN[C@@H](CS)C(=O)O)C=C1 4-[18F]fluorobenzyl-L-cysteine